(S)-N1-(5-methyl-4-oxo-2,3,4,5-tetrahydrobenzo[b][1,4]oxazepin-3-yl)-N2-(2-phenoxyethyl)oxalamide CN1C2=C(OC[C@@H](C1=O)NC(C(=O)NCCOC1=CC=CC=C1)=O)C=CC=C2